BrCC1=CCCC1 1-(bromomethyl)cyclopentene